CN(CC1=CC(=C(C(=C1)OC)OC)OC)C2=CC3=C(N=C(N=C3N=C2)N)N 2,4-diamino-6-[n-(3',4',5'-trimethoxybenzyl)-n-methylamino]pyrido[2,3-d]pyrimidine